4-amino-2-oxo-7-(trifluoromethyl)-1-(4-(2-(trimethylsilyl)ethynyl)phenyl)-1,2-dihydroquinoline-3-carboxylic acid methyl ester COC(=O)C=1C(N(C2=CC(=CC=C2C1N)C(F)(F)F)C1=CC=C(C=C1)C#C[Si](C)(C)C)=O